C(C)OC(C(=O)NC=1C(=NC=CC1)NC1CCN(CC1)C(=O)OC(C)(C)C)=O tert-butyl 4-((3-(2-ethoxy-2-oxoacetamido)pyridin-2-yl)amino)piperidine-1-carboxylate